3-(6-bromo-4-oxo-benzo[d][1,2,3]triazin-3(4H)-yl)piperidine-2,6-dione BrC1=CC2=C(N=NN(C2=O)C2C(NC(CC2)=O)=O)C=C1